cerium hydrate hydrate O.O.[Ce]